(E)-N-(4-(4-amino-5-(3-fluoro-4-((1-oxotetrahydro-2H-1λ6-thiopyran-1-ylidene)amino)phenyl)-7-methyl-7H-pyrrolo[2,3-d]pyrimidin-6-yl)-phenyl)-2-butenamide NC=1C2=C(N=CN1)N(C(=C2C2=CC(=C(C=C2)N=S2(CCCCC2)=O)F)C2=CC=C(C=C2)NC(\C=C\C)=O)C